C(C1=CC=CC=C1)NC[C@](CCCC)(C)NC(OC(C)(C)C)=O (R)-tert-butyl (1-(benzylamino)-2-methylhexan-2-yl)carbamate